C(C)OCCCOC(CC)O ethoxypropoxypropanol